FC=1C=C(C=C(C1)OC(C)C)C=1C=C2CC([C@H](C2=CC1)NC(O[C@@H]1CN2CCC1CC2)=O)(C)C (S)-quinuclidin-3-yl ((R)-5-(3-fluoro-5-isopropoxyphenyl)-2,2-dimethyl-2,3-dihydro-1H-inden-1-yl)carbamate